C(#C)C=1C(=CC=C2C=CC=C(C12)C1=C(C=2N=C(N=C(C2C=N1)N1CC(C(CCC1)(C)O)N(C(C=C)=O)C)OC[C@H]1N(CCCC1)C)F)F N-(1-(7-(8-ethynyl-7-fluoronaphthalen-1-yl)-8-fluoro-2-(((S)-1-methylpiperidin-2-yl)methoxy)pyrido[4,3-d]pyrimidin-4-yl)-4-hydroxy-4-methylazepan-3-yl)-N-methylacrylamide